FC1=CC=C(NC1=S)NC(OC(C)(C)C)=O tert-butyl (5-fluoro-6-thioxo-1,6-dihydropyridin-2-yl)carbamate